6-bromo-4-(6-chloro-5-fluoro-indolin-1-yl)quinazoline BrC=1C=C2C(=NC=NC2=CC1)N1CCC2=CC(=C(C=C12)Cl)F